CS(=O)(=O)C1=NC=C(C=N1)C1=CC=C(C(=O)O)C=C1 4-(2-(methylsulfonyl)pyrimidin-5-yl)benzoic acid